N-(2,2-Difluoroethyl)-5-fluoro-N-isopropyl-2-((4-(7-(((2S,5R)-5-(morpholine-4-sulfonamido)tetrahydro-2H-pyran-2-yl)methyl)-2,7-diazaspiro[3.5]nonan-2-yl)pyrimidin-5-yl)oxy)benzamide FC(CN(C(C1=C(C=CC(=C1)F)OC=1C(=NC=NC1)N1CC2(C1)CCN(CC2)C[C@H]2OC[C@@H](CC2)NS(=O)(=O)N2CCOCC2)=O)C(C)C)F